(3S)-3-cyclopropyl-2,3,4,5-tetrahydro-1,4-benzoxazepine-8-carbonitrile C1(CC1)[C@H]1COC2=C(CN1)C=CC(=C2)C#N